N-(2-(2,6-dioxo-piperidin-3-yl)-1,3-dioxoisoindolin-5-yl)cyclohexane-sulfonamide O=C1NC(CCC1N1C(C2=CC=C(C=C2C1=O)NS(=O)(=O)C1CCCCC1)=O)=O